benzo[a]anthracene-d12 C1(=C(C(=C(C2=C1C1=C(C3=C(C(=C(C(=C3C(=C1C(=C2[2H])[2H])[2H])[2H])[2H])[2H])[2H])[2H])[2H])[2H])[2H])[2H]